CC/C=C\CCOC(=O)OC cis-3-Hexenyl methyl carbonate